(2-(5,6,7,8-tetrahydro-1,8-naphthyridin-2-yl)ethyl)-1H-pyrazole-5-carboxylic acid N1=C(C=CC=2CCCNC12)CCN1N=CC=C1C(=O)O